ClC1=C(C(=O)NC(C(=O)O)CC)C=CC=C1F (2-chloro-3-fluorobenzamido)butanoic acid